C(C)C=1NOC=CC1 ethyl-oxazin